NCC(CN1N=CN(C1=O)CC=1SC(=CC1)C=1C=NC(=NC1)N)=C(F)F 2-[2-(aminomethyl)-3,3-difluoro-allyl]-4-[[5-(2-aminopyrimidin-5-yl)-2-thienyl]methyl]-1,2,4-triazol-3-one